NC(/C=C/CC[C@@H](C(=O)NC=1C(N(C=CC1)CC=1N(C2=C(C=C(C=C2C1)F)OCC1=C(C=C(C=C1)F)F)C(=O)OC(C)(C)C)=O)NC(=O)OC)=O tert-butyl (S,E)-2-((3-(7-amino-2-((methoxycarbonyl)amino)-7-oxohept-5-enamido)-2-oxopyridin-1(2H)-yl)methyl)-7-((2,4-difluorobenzyl)oxy)-5-fluoro-1H-indole-1-carboxylate